methyl (S)-2-amino-4-(cyclopropyl(4-((R)-1,2,3,4-tetrahydro-1,8-naphthyridin-2-yl)butyl)amino)butanoate N[C@H](C(=O)OC)CCN(CCCC[C@H]1NC2=NC=CC=C2CC1)C1CC1